C(C)OC(C(C=CC(C)(C)C)NC(=O)C=1SC(=C(C1)Cl)Cl)=O.C[Si](C#CC1=C(C=CC=C1)B1OC(C(O1)(C)C)(C)C)(C)C trimethyl-[2-[2-(4,4,5,5-tetramethyl-1,3,2-dioxaborolan-2-yl)phenyl]-ethynyl]silane ethyl-2-(4,5-dichloro-2-thienylcarbonylamino)-5,5-dimethyl-3-hexenoate